(S)-N-(2-Methoxy-5-(4-(trifluoromethyl)phenoxy)phenyl)-1,3-dimethyl-2-oxoimidazolidine-4-carboxamide COC1=C(C=C(C=C1)OC1=CC=C(C=C1)C(F)(F)F)NC(=O)[C@H]1N(C(N(C1)C)=O)C